N1C2=C(C=C1)C=CC(C=C2)=O cyclohepta[b]pyrrol-6(1H)-one